7-bromo-4-chloro-2-[(2,4-dimethoxyphenyl)methyl]-1-(2-methylphenyl)-1H,2H,3H-pyrrolo[3,4-c]Pyridin-3-one BrC=1C2=C(C(=NC1)Cl)C(N(C2C2=C(C=CC=C2)C)CC2=C(C=C(C=C2)OC)OC)=O